(R)-4-(3-(3-ethyl-1H-indazol-5-yl)imidazo[1,2-b]pyridazin-6-yl)-2-methylmorpholine C(C)C1=NNC2=CC=C(C=C12)C1=CN=C2N1N=C(C=C2)N2C[C@H](OCC2)C